C(C)(C)(C)OC(=O)N1[C@H](CC(=C[C@H]1C)C1=C(C=C2C(=NN(C2=C1)C)N1C(NC(CC1)=O)=O)F)C (2s,6r)-4-(3-(2,4-dioxotetrahydropyrimidin-1(2H)-yl)-5-fluoro-1-methyl-1H-indazol-6-yl)-2,6-dimethyl-3,6-dihydropyridine-1(2H)-carboxylic acid tert-butyl ester